3,5-diphenyl-isoxazole C1(=CC=CC=C1)C1=NOC(=C1)C1=CC=CC=C1